N1(CCC1)C(CN1C(NC2=NC=C(C=C21)C2=CC(=C(C=C2)OCCF)C(F)(F)F)=O)=O 1-[2-(Azetidin-1-yl)-2-oxo-ethyl]-6-[4-(2-fluoroethoxy)-3-(trifluoromethyl)phenyl]-3H-imidazo[4,5-b]pyridin-2-one